FC1(CCN(CC1)C1=NC(=CC2=C1N=CO2)N=C(C2=CC=CC=C2)C2=CC=CC=C2)F N-(4-(4,4-difluoropiperidin-1-yl)oxazolo[4,5-c]pyridin-6-yl)-1,1-diphenylmethanimine